4-Nitrophenyl 3-(((6-chloro-2-(trifluoromethyl)quinolin-4-yl)amino)methyl)-3-(5-fluoropyridin-2-yl)azetidine-1-carboxylate ClC=1C=C2C(=CC(=NC2=CC1)C(F)(F)F)NCC1(CN(C1)C(=O)OC1=CC=C(C=C1)[N+](=O)[O-])C1=NC=C(C=C1)F